4-fluoro-4-methylpentanamide trifluoroacetate salt FC(C(=O)O)(F)F.FC(CCC(=O)N)(C)C